NCC1CCN(CC1)C(C(=O)NC(C([2H])([2H])[2H])(C([2H])([2H])[2H])C)([2H])[2H] 2-[4-(aminomethyl)-1-piperidyl]-2,2-dideuterio-N-[2,2,2-trideuterio-1-methyl-1-(trideuteriomethyl)ethyl]acetamide